tert-Butyl(5-bromo-3-(3-(4-bromomethylphenyl)isoxazol-5-yl)pyrazin-2-yl)(tert-butoxycarbonyl)carbamate C(C)(C)(C)OC(N(C(=O)OC(C)(C)C)C1=NC=C(N=C1C1=CC(=NO1)C1=CC=C(C=C1)CBr)Br)=O